Pentachloro-disilan Cl[SiH]([Si](Cl)(Cl)Cl)Cl